1-(8-fluoro-6,12-dioxo-6,12-dihydroindolo[2,1-b]quinazolin-2-yl)guanidine hydrochloride Cl.FC=1C=C2C(C3=NC4=CC=C(C=C4C(N3C2=CC1)=O)NC(=N)N)=O